ClC=1C=C(C=CC1OC)C1SCCCS1 2-(3-chloro-4-methoxyphenyl)-1,3-dithiane